P(=O)(OCCCCC)(OCCCCC)OCCCCC tri(n-pentyl) phosphate